(2S)-2,12-diamino-4,7,10-trioxadodecanoic acid N[C@H](C(=O)O)COCCOCCOCCN